FC=1C=CC(=C(N)C1)C=1C=NC=2N(C1)C=C(N2)COC2=CC(=NC=C2)F 5-fluoro-2-[2-[(2-fluoro-4-pyridinyl)oxymethyl]imidazo[1,2-a]pyrimidin-6-yl]aniline